C[Si](CCOC(CCCCCNC(C1=CC(=C(C=C1)N)N)=O)=O)(C)C 6-(3,4-diaminobenzamido)hexanoic acid-2-(trimethylsilyl)ethyl ester